7-bromo-5-((4,4-dimethylpiperidin-1-yl)methyl)pyrrolo[2,1-f][1,2,4]triazin-4-amine BrC1=CC(=C2C(=NC=NN21)N)CN2CCC(CC2)(C)C